2-(2,4-dichloro-5-fluorobenzoyl)-3-oxopropanoic acid methyl ester COC(C(C=O)C(C1=C(C=C(C(=C1)F)Cl)Cl)=O)=O